OC[C@H](C1=CC=CC=C1)NC1=CC(=NC=C1C=1OC=NN1)NC=1N=CC2=C(N1)C(N(C2=O)CCC)(C)C (S)-2-((4-((2-hydroxy-1-phenylethyl)amino)-5-(1,3,4-oxadiazol-2-yl)pyridin-2-yl)amino)-7,7-dimethyl-6-propyl-6,7-dihydro-5H-pyrrolo[3,4-d]pyrimidin-5-one